N-(1H-benzo[d]imidazol-6-yl)-2,3-dihydrobenzofuran-2-methanAmide N1C=NC2=C1C=C(C=C2)NC(=O)C2OC1=C(C2)C=CC=C1